1-[(3S)-3-[4-[2,3-difluoro-4-(2-oxabicyclo[2.1.1]hexan-1-ylmethoxy)anilino]pyrido[3,2-d]pyrimidin-6-yl]oxypyrrolidin-1-yl]prop-2-en-1-one FC1=C(NC=2C3=C(N=CN2)C=CC(=N3)O[C@@H]3CN(CC3)C(C=C)=O)C=CC(=C1F)OCC13OCC(C1)C3